N1C(=CC2=CC=CC=C12)C(=O)[O-].[Zn+2].N1C(=CC2=CC=CC=C12)C(=O)[O-] zinc indolate salt